C(C1=CC=CC=C1)OC(=O)N1CCC2=C(C=CC=C12)C1=CC=C(C=N1)C(C)N1CC2(C1)C(CN(CC2)C(=O)OC(C)(C)C)(F)F Tert-butyl 2-[1-(6-{1-[(benzyloxy)carbonyl]-2,3-dihydroindol-4-yl}pyridin-3-yl)ethyl]-5,5-difluoro-2,7-diazaspiro[3.5]nonane-7-carboxylate